ClC1=CC=C(C=C1)C1=N[C@H](C=2N(C3=C1C=C(C=C3)OCCOCCNC(C3=C(C(=CC=C3)O)O)=O)C(=NN2)C)CC(=O)NCC N-(2-(2-(((4S)-6-(4-chlorophenyl)-4-(2-(ethylamino)-2-oxoethyl)-1-methyl-4H-benzo[f][1,2,4]triazolo[4,3-a][1,4]diazepin-8-yl)oxy)ethoxy)ethyl)-2,3-dihydroxybenzamide